C1(=CC=CC=2C(=CC=CC12)C1=CC=CC=C1C(=O)N)C1=CC=CC=C1C(=O)N 5-naphthalene-bis-benzamide